COC(C1=C(C=C(C(=C1)Cl)Cl)OC)=O 4,5-dichloro-2-methoxybenzoic acid methyl ester